C(C)(=O)OC1(CC(C1)(C(=O)OC)NC(=O)OC(C)(C)C)C Methyl Trans-3-Acetoxy-1-[(Tert-Butoxycarbonyl)Amino]-3-Methylcyclobutane-1-Carboxylate